C1C(CC12CCNCC2)OC2=C(CNC(=O)[C@H]1N(C[C@@H](C1)O)C([C@H](C(C)(C)C)NC(=O)C1(CC1)F)=O)C=CC(=C2)C2=C(N=CS2)C (2S,4r)-N-(2-((7-azaspiro[3.5]non-2-yl)oxy)-4-(4-methylthiazol-5-yl)benzyl)-1-((S)-2-(1-fluorocyclopropane-1-carboxamido)-3,3-dimethylbutyryl)-4-hydroxypyrrolidine-2-carboxamide